7-chloro-3-iodothieno[2,3-c]pyridine ClC=1N=CC=C2C1SC=C2I